C(C=C)SC(=O)N1NC(C(=C1N)C1=C(C=CC=C1)C)=O 1-[(2-propenyl-sulfenyl)formyl]-4-(2-methylphenyl)-5-amino-1H-pyrazol-3-one